4-chloro-2-(4-piperidyl)-5-[[(3R)-tetrahydropyran-3-yl]methylamino]pyridazin-3-one hydrochloride Cl.ClC=1C(N(N=CC1NC[C@@H]1COCCC1)C1CCNCC1)=O